N-(2,6-dimethylphenyl)azepane-2-carboxamide CC1=C(C(=CC=C1)C)NC(=O)C1NCCCCC1